C(C)(C)(C)OC(=O)N1C[C@H](CCCC1)C(=O)O (3S)-1-(tert-butoxycarbonyl)azepane-3-carboxylic acid